Racemic-N-(1-(6,7-difluoro-1-oxo-1,2-dihydroisoquinolin-4-yl)ethyl)-3-(difluoromethyl)-4-fluoro-N-methylbenzamide FC=1C=C2C(=CNC(C2=CC1F)=O)[C@@H](C)N(C(C1=CC(=C(C=C1)F)C(F)F)=O)C |r|